C(C)(C)(C)N1C(=C(C=C1)C1=CC=C(C=C1)Cl)C=1OC=CC1C1=CC=CC=C1 1-(tert-butyl)-3-(4-chlorophenyl)-2-(3-phenylfuran-2-yl)-1H-pyrrole